tert-butyl (2S,5S)-5-hydroxy-2-methylpiperidine-1-carboxylate O[C@H]1CC[C@@H](N(C1)C(=O)OC(C)(C)C)C